(2-Cyano-3-methoxyphenyl)carbamic acid ethyl ester C(C)OC(NC1=C(C(=CC=C1)OC)C#N)=O